7-methoxy-4-(1-methyl-3-(pyridin-4-yl)-1H-pyrazol-4-yl)quinazolin-6-ol COC1=C(C=C2C(=NC=NC2=C1)C=1C(=NN(C1)C)C1=CC=NC=C1)O